(S)- or (R)-N-[2-(4-fluorophenyl)-2-oxo-ethyl]-6-[(7-oxo-6,8-dihydro-5H-1,8-naphthyridin-4-yl)oxy]chromane-3-carboxamide FC1=CC=C(C=C1)C(CNC(=O)[C@@H]1COC2=CC=C(C=C2C1)OC1=CC=NC=2NC(CCC12)=O)=O |o1:12|